C(C)OC(C(CC(C)C)N1C(C(=C(C(=C1)CC=O)C(F)(F)F)F)=O)=O.C(C)(C)(C)NSC=1SC2=C(N1)C=CC=C2 N-tertButyl-2-benzothiazolesulfenamide ethyl-2-(3-fluoro-2-oxo-5-(2-oxoethyl)-4-(trifluoromethyl)pyridin-1(2H)-yl)-4-methylpentanoate